3,5,7-trihydroxy-2-(3,4,5-trihydroxyphenyl)chromen-4-one OC1=C(OC2=CC(=CC(=C2C1=O)O)O)C1=CC(=C(C(=C1)O)O)O